ClC1=C(C=CC=C1)CN1N=C(C=C1C1=C(C=CC=C1)OC)C(=O)OC Methyl 1-[(2-chlorophenyl)methyl]-5-(2-methoxyphenyl)-1H-pyrazole-3-carboxylate